N-(3-(3-(2-fluorobenzyl)-1H-indol-2-yl)-1H-pyrazol-5-yl)-4-((1-methylpiperidin-4-yl)amino)benzamide FC1=C(CC2=C(NC3=CC=CC=C23)C2=NNC(=C2)NC(C2=CC=C(C=C2)NC2CCN(CC2)C)=O)C=CC=C1